C(CCCCCCCC=CC=CCCCCCC)=O 9,11-octadecadienal